FC(OCN1CCCC1)F [(difluoromethoxy)methyl]pyrrolidin